NC=1C=CC(=NC1C1=CCC(CC1)(C)C)C1CC2CCC(C1)N2C(=O)OC(C)(C)C tert-butyl 3-[5-amino-6-(4,4-dimethylcyclohexen-1-yl)-2-pyridyl]-8-azabicyclo[3.2.1]octane-8-carboxylate